C(=C)P(OCC#C)(OCC#C)=O dipropargyl vinylphosphonate